N[C@@H]1CN(CC[C@H]1F)C1=NC2=C(N1CC1=NC=C(C=N1)C#N)C=CC(=C2)F 2-((2-((3r,4r)-3-amino-4-fluoropiperidin-1-yl)-5-fluoro-1H-benzo[d]imidazol-1-yl)methyl)pyrimidine-5-carbonitrile